tert-butyl (3S)-3-[[5-ethyl-4-(1-tritylpyrazolo[3,4-b]pyridin-3-yl)pyrimidin-2-yl]amino]piperidine-1-carboxylate C(C)C=1C(=NC(=NC1)N[C@@H]1CN(CCC1)C(=O)OC(C)(C)C)C1=NN(C2=NC=CC=C21)C(C2=CC=CC=C2)(C2=CC=CC=C2)C2=CC=CC=C2